methyl 2-(4-((4-(2-(2-aminopyridin-3-yl)-5-phenyl-3H-imidazo[4,5-b]pyridin-3-yl)benzyl)carbamoyl)phenyl)propanoate NC1=NC=CC=C1C1=NC=2C(=NC(=CC2)C2=CC=CC=C2)N1C1=CC=C(CNC(=O)C2=CC=C(C=C2)C(C(=O)OC)C)C=C1